4-cyclopropyl-N-((S)-(4,4-difluorocyclohexyl)(2-(((5S)-2-oxo-5-(trifluoromethyl)piperidin-3-yl)methyl)imidazo[1,2-b][1,2,4]triazin-6-yl)methyl)-1,2,5-oxadiazole-3-carboxamide C1(CC1)C=1C(=NON1)C(=O)N[C@H](C=1N=C2N(N=C(C=N2)CC2C(NC[C@H](C2)C(F)(F)F)=O)C1)C1CCC(CC1)(F)F